4-[[(2S,3s,4r,5s)-3-[2-(cyclobutoxy)-3,4-difluoro-phenyl]-4,5-dimethyl-5-(trifluoromethyl)tetrahydrofuran-2-carbonyl]amino]pyridine-2-carboxamide C1(CCC1)OC1=C(C=CC(=C1F)F)[C@H]1[C@H](O[C@@]([C@@H]1C)(C(F)(F)F)C)C(=O)NC1=CC(=NC=C1)C(=O)N